N-(5-((4-(trifluoromethyl)benzyl)oxy)-1H-indol-3-yl)spiro[2.3]hexane-1-carboxamide FC(C1=CC=C(COC=2C=C3C(=CNC3=CC2)NC(=O)C2CC23CCC3)C=C1)(F)F